C1(=CC=CC=C1)C1=NC=2N([C@@](O1)(C(F)(F)F)C1=CC=CC=C1)C1=C(N2)C=CC=C1 (S)-2,4-diphenyl-4-(trifluoromethyl)-4H-benzo[4,5]Imidazo[1,2-c][1,3,5]Oxadiazine